FC1=CC(=C(OC=2C(=CC(N(C2)C)=O)C=2C3=C(C(N(C2)C)=O)NC(=C3)C(=O)NC3(CC3)C(F)(F)F)C(=C1)C)C 4-(5-(4-fluoro-2,6-dimethylphenoxy)-1-methyl-2-oxo-1,2-dihydropyridin-4-yl)-6-methyl-7-oxo-N-(1-(trifluoromethyl)cyclopropyl)-6,7-dihydro-1H-pyrrolo[2,3-c]pyridine-2-carboxamide